FC1=C(C(=O)NC[C@]([C@@H](O)C2=CC=C(C=C2)F)(C)F)C(=CC=C1)C 2-fluoro-N-((2s,3s)-2-fluoro-3-(4-fluorophenyl)-3-hydroxy-2-methylpropyl)-6-methylbenzamide